ClC1=C(OC=2C(=CC=C3C[C@H](C(N(C23)C)=O)NC(=O)NC)C)C=C(C=C1)F 1-((3R)-8-(2-chloro-5-fluorophenoxy)-1,7-dimethyl-2-oxo-1,2,3,4-tetrahydroquinolin-3-yl)-3-methylurea